8-[7-(difluoromethyl)-6-(1-methylpyrazol-4-yl)-3,4-Dihydro-2H-quinolin-1-yl]-6-(1-methoxypiperidin-4-yl)-3,4-dihydro-1H-isoquinoline-2-carboxylic acid Tert-butyl ester C(C)(C)(C)OC(=O)N1CC2=C(C=C(C=C2CC1)C1CCN(CC1)OC)N1CCCC2=CC(=C(C=C12)C(F)F)C=1C=NN(C1)C